CC(CC1CC(=O)NC(C1)=O)C 3-(2-methylpropyl)glutarimide